tert-butyl 2-[4-hydroxy-1-(3-nitrophenyl)-4-piperidyl]acetate OC1(CCN(CC1)C1=CC(=CC=C1)[N+](=O)[O-])CC(=O)OC(C)(C)C